C(C(C)C)C1=CC=C(C=C1)[C@@H](C(=O)OC1=CC=C(C=C1)/C(=C/C(=O)OCC)/[Sn](CCCC)(CCCC)CCCC)C Ethyl (S,Z)-3-{4-{[2-(4-isobutylphenyl)propanoyl]oxy}phenyl}-3-(tributylstannyl)acrylate